BrC=1C=C(C=CC1)/C=C/C(=O)C1=C(C=C(C=C1)OCC=C(C)C)O (E)-3-(3-Bromophenyl)-1-[2-hydroxy-4-(3-methylbut-2-enoxy)phenyl]prop-2-en-1-one